4-(1-((trimethylsilyl)oxy)vinyl)benzoic acid methyl ester COC(C1=CC=C(C=C1)C(=C)O[Si](C)(C)C)=O